(4-(4-aminobutyl)piperidin-1-yl)(phenyl)methanone tert-butyl-2-(6-(2-aminopyridin-4-yl)-2-oxo-3-(phenethylamino)pyrazin-1(2H)-yl)acetate C(C)(C)(C)OC(CN1C(C(=NC=C1C1=CC(=NC=C1)N)NCCC1=CC=CC=C1)=O)=O.NCCCCC1CCN(CC1)C(=O)C1=CC=CC=C1